[Si](C)(C)(C(C)(C)C)OCC1=CC=C(N)C=C1 4-{[(tert-butyldimethylsilyl)oxy]methyl}aniline